6'-methyl-1',2'-dihydrospiro[cyclopentane-1,3'-indol]-2'-one CC1=CC=C2C3(C(NC2=C1)=O)CCCC3